(3aR,5s,6aS)-N-(6-phenyl-4-(trifluoromethyl)pyridazin-3-yl)-2-((tetrahydro-2H-pyran-4-yl)methyl)octahydro-cyclopenta[c]pyrrol-5-amine C1(=CC=CC=C1)C1=CC(=C(N=N1)NC1C[C@@H]2[C@@H](CN(C2)CC2CCOCC2)C1)C(F)(F)F